(2R,5R)-7-oxo-2-[(trifluoromethyl)sulfanyl]-1,6-diazabicyclo[3.2.1]octan-6-yl hydrogen sulfate S(=O)(=O)(ON1[C@@H]2CC[C@H](N(C1=O)C2)SC(F)(F)F)O